C(C)N1C[C@@H]([C@H](CC1)C)OC=1C=C2CN(C(C2=CC1)=O)[C@H]1C(NC(CC1)=O)=O (R)-3-(5-(((3R,4S)-1-ethyl-4-methylpiperidin-3-yl)oxy)-1-oxoisoindolin-2-yl)piperidine-2,6-dione